3-(1-oxo-1λ4-thiomorpholin-4-yl)propanamide cyclobutyl-(CIS)-2-((((CIS)-4-phenylcyclohexyl)oxy)methyl)-3-(1H-pyrazol-3-yl)piperidine-1-carboxylate C1(CCC1)OC(=O)N1[C@H]([C@H](CCC1)C1=NNC=C1)CO[C@@H]1CC[C@@H](CC1)C1=CC=CC=C1.O=S1CCN(CC1)CCC(=O)N